C(C)(C)(C)C1=CC=C2C(=CN(C2=C1)C1=C(C=CC2=CC=CC=C12)O)C 1-(6-(tert-Butyl)-3-methyl-1H-indol-1-yl)naphthalen-2-ol